11-chloro-3,3-dimethyl-1,5,8,12-tetraazatricyclo[7.3.0.02,6]dodeca-2(6),7,9,11-tetraen ClC=1C=C2N=CC=3NCC(C3N2N1)(C)C